ClC=1C=C2C(=CN(C2=CC1)C(F)F)S(=O)(=O)C1=CC(=CC=C1)N1CCNCC1 5-chloro-1-(difluoromethyl)-3-((3-(piperazin-1-yl)phenyl)sulfonyl)-1H-indole